CSC(C)S(=O)N1C(CCCC1)C=1NC(=CN1)C1=CC=C(C=C1)C 1-((1-(methylthio)ethyl)sulfinyl)-2-(5-(p-tolyl)-1H-imidazol-2-yl)piperidine